NC=1C2=C(N=C(N1)Cl)N(C=C2)[C@H]2[C@@H]([C@@H]([C@H](C2)C2=CC(=CC=C2)OC(F)(F)F)O)O (1R,2S,3R,5R)-3-(4-amino-2-chloro-7H-pyrrolo[2,3-d]pyrimidin-7-yl)-5-(3-(trifluoromethoxy)phenyl)cyclopentane-1,2-diol